potassium vinyltrifluoroborate salt C(=C)[B-](F)(F)F.[K+]